[N+](=O)([O-])C=1C=C2C(=NN(C2=CC1)COCC[Si](C)(C)C)B(O)O [5-nitro-1-(2-trimethylsilylethoxymethyl)indazol-3-yl]boronic acid